4-methoxy-3-(N-(3'-methyl-4-(trifluoromethyl)-[1,1-biphenyl]-2-yl)sulfamoyl)benzoic Acid COC1=C(C=C(C(=O)O)C=C1)S(NC1=C(C=CC(=C1)C(F)(F)F)C1=CC(=CC=C1)C)(=O)=O